C(C)OC1=NC=CC=C1C1=NC=2C(N(C[C@@]3([C@@H](CN(CC3)C=3C=NC=C(C3C(F)(F)F)OC)CC)C2C=C1)C1CNCC1)=O |r| rac-(3'S,5S)-2-(2-ethoxypyridin-3-yl)-3'-ethyl-1'-[5-methoxy-4-(trifluoromethyl)pyridin-3-yl]-7-pyrrolidin-3-ylspiro[6H-1,7-naphthyridine-5,4'-piperidine]-8-one